2-(2-fluorophenoxy)acetaldehyde FC1=C(OCC=O)C=CC=C1